NC1=NC=2C=NC(=CC2C2=C1C=NN2C)C(=O)N2[C@@H]1[C@H](CCC2)OC2=C1C=CC(=C2)C(F)(F)F (4-amino-1-methyl-1H-pyrazolo[4,3-c][1,7]naphthyridin-8-yl)((4aS,9bS)-7-(trifluoromethyl)-3,4,4a,9b-tetrahydrobenzofuro[3,2-b]pyridin-1(2H)-yl)methanone